COC1=C(OC=2C(=C(C(=NC2)C(F)(F)F)C)C2=CC(C(=C(N2)C)C(=O)OC)=O)C=CC(=C1)OC(F)(F)F methyl 6-[5-[2-methoxy-4-(trifluoromethoxy) phenoxy]-3-methyl-2-(trifluoromethyl)-4-pyridinyl]-2-methyl-4-oxo-1H-pyridine-3-carboxylate